tert-butyl (S)-3-((cyclobutylsulfonyl)methyl)pyrrolidine-1-carboxylate C1(CCC1)S(=O)(=O)C[C@@H]1CN(CC1)C(=O)OC(C)(C)C